7-((4-(3-Methoxyazetidin-1-yl)-2-methylphenyl)amino)-2H-benzo[b][1,4]oxazin-3(4H)-one COC1CN(C1)C1=CC(=C(C=C1)NC=1C=CC2=C(OCC(N2)=O)C1)C